2-(4-(1H-imidazol-1-yl)piperidin-1-yl)-4-ethyl-6-mercaptopyridine N1(C=NC=C1)C1CCN(CC1)C1=NC(=CC(=C1)CC)S